C(C=C)(=O)OC1=C(C=C(C=C1CCCCC)CCCCC)C(C)C1=C(C(=CC(=C1)C(C)(C)CC)C(C)(C)CC)O 2-[1-(2-hydroxy-3,5-di-t-pentylphenyl)ethyl]4,6-dipentylphenyl acrylate